1,4-Bis(β-hydroxyethoxy)benzol OCCOC1=CC=C(C=C1)OCCO